1-hydroxyethyl-2,2,6,6-tetramethyl-4-hydroxy-piperidine OC(C)N1C(CC(CC1(C)C)O)(C)C